(ethoxymethoxy)-2-(trifluoromethoxy)benzene C(C)OCOC1=C(C=CC=C1)OC(F)(F)F